1,2,3,6-tetrahydrophthalic acid diglycidyl ester C(C1CO1)OC(C1C(C(=O)OCC2CO2)CC=CC1)=O